C(C)(C)(C)NC(C1=CC(C(=O)NC(C)(C)C)=CC(C(=O)NC(C)(C)C)=C1)=O trimesic acid tri(tert.butylamide)